[O+]1(CCC1)[O-] oxetane oxide